ClC1=NC=CC=C1C1CN(C1)C(=O)OC(C)(C)C tert-butyl 3-(2-chloropyridin-3-yl)azetidine-1-carboxylate